(2S,5S)-4-(bis(4-fluorophenyl)methyl)-2,5-dimethylpiperazine-1-carboxylic acid tert-butyl ester C(C)(C)(C)OC(=O)N1[C@H](CN([C@H](C1)C)C(C1=CC=C(C=C1)F)C1=CC=C(C=C1)F)C